2-(6-(3-methyl-1H-pyrrolo[2,3-b]pyridin-5-yl)-2-((tetrahydro-2H-pyran-4-yl)methyl)-1,2,3,4-tetrahydroisoquinolin-8-yl)pyrrolidine-1-carboxylic acid tert-butyl ester C(C)(C)(C)OC(=O)N1C(CCC1)C=1C=C(C=C2CCN(CC12)CC1CCOCC1)C=1C=C2C(=NC1)NC=C2C